3-(hydroxymethyl)-3-methylazetidin OCC1(CNC1)C